ClC=1C(=CC(=NC1)OC)[C@H](C(=O)N1C[C@@]2(NC3=NC(=C(C=C3CC2)C2=NC=CC=N2)C)C[C@@H]1C)C (R)-2-(5-chloro-2-methoxypyridin-4-yl)-1-((3S,5S)-5,7'-dimethyl-6'-(pyrimidin-2-yl)-3',4'-dihydro-1'H-spiro[pyrrolidin-3,2'-[1,8]naphthyridin]-1-yl)propan-1-one